18-hydroxy-4,6,8,10,12,14,16-heptamethyl-nonadecyl decoxymethyl ether C(CCCCCCCCC)OCOCCCC(CC(CC(CC(CC(CC(CC(CC(C)O)C)C)C)C)C)C)C